ClC1=NC=C(C(=C1)C1(CCNCC1)C1=C(C=CC(=C1)OC(F)(F)F)S(=O)(=O)N)Cl (4-(2,5-dichloropyridin-4-yl)piperidin-4-yl)-4-(trifluoromethoxy)benzenesulfonamide